heptane hydrate O.CCCCCCC